NC1=CC(=C2C(N(CCCCC[C@@](C3=NN=C(C1=N2)O3)(C(F)(F)F)O)C32CC(C3)(C2)F)=O)C(F)(F)F (6R)-17-Amino-12-(3-fluoro-1-bicyclo[1.1.1]pentanyl)-6-hydroxy-6,15-bis(trifluoromethyl)-19-oxa-3,4,12,18-tetrazatricyclo[12.3.1.12,5]nonadeca-1(18),2,4,14,16-pentaen-13-one